ClC=1C=C2C=3C(CCC(C3NC2=CC1)C(=O)OCC)C ethyl 6-chloro-4-methyl-2,3,4,9-tetrahydro-1H-carbazole-1-carboxylate